ClC1=NC=C(C(=N1)NC1=CC(=CC=C1)NS(=O)(=O)C(C)(C)C)C 2-Chloro-N4-[3-(1,1-dimethylethylsulfonamido)phenyl]-5-methylpyrimidin-4-amine